2,6,9,10-tetramethyl-1-oxaspiro[4.5]dec-3,6-diene CC1OC2(C=C1)C(=CCC(C2C)C)C